methyl 2-methyl-1-(2,2,2-trifluoroethyl)-1H-indole-3-carboxylate CC=1N(C2=CC=CC=C2C1C(=O)OC)CC(F)(F)F